t-Butyl isopropyl carbonate C(OC(C)(C)C)(OC(C)C)=O